N-(isoxazol-3-yl)-N-(4-methoxybenzyl)benzenesulfonamide O1N=C(C=C1)N(S(=O)(=O)C1=CC=CC=C1)CC1=CC=C(C=C1)OC